COC1=CC=C(COCCCC(CC(=O)OCC)CCCCCCCCC\C=C/C\C=C/CCCCC)C=C1 (13Z,16Z)-ethyl 3-(3-((4-methoxybenzyl)oxy)propyl)docosa-13,16-dienoate